N2-Acetyl-N-(21-chloro-3,6,9,12,15-pentaoxahenicos-1-yl)-S-(2,6-diamino-9-(4-fluorobenzyl)-9H-purin-8-yl)-L-cysteinamide C(C)(=O)N[C@@H](CSC=1N(C2=NC(=NC(=C2N1)N)N)CC1=CC=C(C=C1)F)C(=O)NCCOCCOCCOCCOCCOCCCCCCCl